FC=1C=C(C=C(C1)F)[C@H]1[C@@H](CN(C1)CCOC)NC(=O)NC1=C2C(=NN1C1=CC=CC=C1)C(N(C2)C)=O 1-((3s,4r)-4-(3,5-difluorophenyl)-1-(2-methoxyethyl)pyrrolidin-3-yl)-3-(5-methyl-6-oxo-2-phenyl-2,4,5,6-tetrahydropyrrolo[3,4-c]pyrazol-3-yl)urea